Ethyl 3-(5-chloro-3-(N-methyl-N-(4-(piperazin-1-yl)phenyl)sulfamoyl)thiophene-2-carboxamido)benzoate ClC1=CC(=C(S1)C(=O)NC=1C=C(C(=O)OCC)C=CC1)S(N(C1=CC=C(C=C1)N1CCNCC1)C)(=O)=O